C(C)(C)(C)N[Si](C)(C)C1C(=C(C=2C3=C(SC21)C=CC=C3)C)C N-tert-butyl-1-(1,2-dimethyl-3H-benzo[b]cyclopenta[d]thiophen-3-yl)-1,1-dimethylsilaneamine